FC1=C(C=C(C=C1)NC(=O)C1=C(N(C(=C1C)C(C(=O)NC1=C(C=NC=C1)N1CCOCC1)=O)C)C)C N-(4-fluoro-3-methylphenyl)-1,2,4-trimethyl-5-(2-((3-morpholinopyridin-4-yl)amino)-2-oxoacetyl)-1H-pyrrole-3-carboxamide